FC(OC1=NN(C(=C1)C)C1=NC(=CC=C1C(C)O)N1C=NC2=C1C=C(C(=C2)NC=2N=NC(=CC2)C)OC2COC2)F 1-[2-[3-(difluoromethoxy)-5-methyl-pyrazol-1-yl]-6-[5-[(6-methylpyridazin-3-yl)amino]-6-(oxetan-3-yloxy)benzimidazol-1-yl]-3-pyridinyl]ethanol